BrC=1C=C(C(=C2C=CN=CC12)F)F 8-bromo-5,6-difluoroisoquinoline